CC(C)CCCC[C@H]1[C@@H](CCCCCCCCCC)O1 (7S,8R)-7,8-epoxy-2-methyl-octadecane